4-(2-bromophenoxy)-1-(t-butoxycarbonyl)piperidine-4-carboxylic acid BrC1=C(OC2(CCN(CC2)C(=O)OC(C)(C)C)C(=O)O)C=CC=C1